N1C(NC(C(C1=O)=NO)=O)=O 1,3-diazinane-2,4,5,6-tetrone-5-oxime